7-methoxy-1-methyl-4-[4-methyl-4-(5-methyl-1,3-benzoxazol-2-yl)piperidin-1-yl]-2-oxo-1,2-dihydroquinoline-3-carbonitrile COC1=CC=C2C(=C(C(N(C2=C1)C)=O)C#N)N1CCC(CC1)(C=1OC2=C(N1)C=C(C=C2)C)C